Cl.N1CC(OCC1)C1=CC=C(C#N)C=C1 4-morpholin-2-ylbenzonitrile hydrochloride